C1NC[C@H]2[C@@H]1CC(C2)CS(=O)(=O)N2[C@H]1CC(C[C@@H]2CC1)NC(=O)C1=NOC(=C1)C1COC1 N-((1R,3R,5S)-8-((((3aR,5s,6aS)-Octahydrocyclopenta[c]pyrrol-5-yl)methyl)sulfonyl)-8-azabicyclo[3.2.1]octan-3-yl)-5-(oxetan-3-yl)isoxazole-3-carboxamide